CC1(C(=[N+](C=2C=CC3=C(C12)C=CC=C3)CCCCS(=O)(=O)[O-])/C=C/C=C/C=C/C=C\3/N(C=1C=CC2=C(C1C3(C)C)C=CC=C2)CCCCS(=O)(=O)[O-])C.[Na+] sodium 4-[(2E)-2-[(2E,4E,6E)-7-[1,1-dimethyl-3-(4-sulphonatobutyl)benzo[e]indol-3-ium-2-yl]hepta-2,4,6-trienylidene]-1,1-dimethyl-benzo[e]indol-3-yl]butane-1-sulphonate